CN(C/C=C/C(=O)N1CCN(CC1)C1CC2=C(N(N=C2CC1)C1=NC=CC=C1)O)C (E)-4-(dimethylamino)-1-(4-(3-hydroxy-2-(pyridin-2-yl)-4,5,6,7-tetrahydro-2H-indazole-5-yl)piperazin-1-yl)but-2-en-1-one